[O-]OO[O-].[Li+].[Li+] lithium tetraoxide